6-((2,5-Dimethylbenzo[d]oxazol-6-yl)amino)-3-methyl-1-(tetrahydro-2H-pyran-4-yl)-1,3-dihydro-2H-imidazo[4,5-c]pyridin-2-one CC=1OC2=C(N1)C=C(C(=C2)NC2=CC1=C(C=N2)N(C(N1C1CCOCC1)=O)C)C